Methyl (S)-3-(4-(benzyloxy)phenyl)-2-(2-(1-methylpiperidin-4-yl)acetamido)propanoate C(C1=CC=CC=C1)OC1=CC=C(C=C1)C[C@@H](C(=O)OC)NC(CC1CCN(CC1)C)=O